methyl (3S)-2-(8-azabicyclo[3.2.1]octan-3-ylmethyl)-3-ethyl-5-fluoro-3,4-dihydro-1H-isoquinoline-7-carboxylate C12CC(CC(CC1)N2)CN2CC1=CC(=CC(=C1C[C@@H]2CC)F)C(=O)OC